(4-hydroxybenzoyl)-1H-pyrazole-4-sulfonohydrazide OC1=CC=C(C(=O)N2N=CC(=C2)S(=O)(=O)NN)C=C1